FC=1C(=C(C(=NC1)C(C)C)NC(=O)N=[S@@](=O)(N)C1=CN=C(S1)C(C)(C)O)C(C)C (S)-N'-((5-fluoro-2,4-diisopropylpyridin-3-yl)carbamoyl)-2-(2-hydroxypropan-2-yl)thiazole-5-sulfonimidamide